C(C)(=O)OC[C@H](NC([C@@H](NC(=O)C=1N=C(SC1)C12CCC(CC1)(CC2)NC(=O)OC(C)(C)C)COC(C)=O)=O)C(=O)OC Methyl O-acetyl-N-(O-acetyl-N-(2-(4-((tert-butoxycarbonyl)amino)bicyclo[2.2.2]octan-1-yl)thiazole-4-carbonyl)-L-seryl)-L-serinate